1-(2-(9-(Pyridin-2-yl)-6-oxaspiro[4.5]decan-9-yl)ethyl)-4-(6-(trifluoromethyl)pyridin-2-yl)piperazine N1=C(C=CC=C1)C1(CCOC2(CCCC2)C1)CCN1CCN(CC1)C1=NC(=CC=C1)C(F)(F)F